CN1C(N(CC1)C1CC2CN(C1C2)C=2N=NC(=C(N2)NC2=CC=C(C=C2)N2CCNCC2)C(=O)N)=O (6-(3-methyl-2-oxoimidazolin-1-yl)-2-azabicyclo[2.2.1]heptane-2-yl)-5-((4-(piperazin-1-yl)phenyl)amino)-1,2,4-triazine-6-carboxamide